FC=1C(=NC=NC1N1[C@H](C[C@H](C1)F)C1=CC=C(C=C1)C(F)(F)F)NCC1CCN(CC1)CC(=O)N (4-(((5-fluoro-6-((2R,4R)-4-fluoro-2-(4-(trifluoromethyl)phenyl)pyrrolidin-1-yl)pyrimidin-4-yl)amino)methyl)piperidin-1-yl)acetamide